methyl-2-(2-methyl-2H-indazol-5-yl)-N-(piperidin-4-yl)-1,3-benzothiazol-6-amine hydrochloride Cl.CC1=CC(=CC2=C1N=C(S2)C2=CC1=CN(N=C1C=C2)C)NC2CCNCC2